F[Li] Fluorolithium